FC(C(=O)O)(F)F.NC1=NC=2C=CC(=CC2C2=C1C=NN2C)C(=O)N(C)[C@@H]2COC1=C2C=CC=C1 (S)-4-amino-N-(2,3-dihydrobenzofuran-3-yl)-N,1-dimethyl-1H-pyrazolo[4,3-c]quinoline-8-carboxamide 2,2,2-trifluoroacetate